C1OC2=C(SC=C2OC1)C1=C(C=2N(C3=CC=CC=C3C2C=C1)C)C=1SC=C2C1OCCO2 bis(2-(3,4-ethylenedioxy)thienyl)-N-methyl-carbazole